CC1(CN(CCN1C(=O)C1=CNC(C(=C1)CN1CCOCC1)=O)[C@H](C(=O)NC1=NC=C(C=C1)OC1=CC=C(C=C1)F)C)C (S)-2-(3,3-dimethyl-4-(5-(morpholinomethyl)-6-oxo-1,6-dihydropyridine-3-carbonyl)piperazin-1-yl)-N-(5-(4-fluorophenoxy)pyridin-2-yl)propanamide